ClC1=C2C(=CN=C1C)NC(=C2)C(=O)NC2CC[Si](CC2)(C)C 4-chloro-N-(1,1-dimethylsilinan-4-yl)-5-methyl-1H-pyrrolo[2,3-c]pyridine-2-carboxamide